N-((3R,5S)-5-((1H-1,2,3-triazol-1-yl)methyl)pyrrolidin-3-yl)-4-(3-(trifluoromethoxy)phenyl)-pyridinecarboxamide TFA salt OC(=O)C(F)(F)F.N1(N=NC=C1)C[C@@H]1C[C@H](CN1)NC(=O)C1=NC=CC(=C1)C1=CC(=CC=C1)OC(F)(F)F